7-((6-(4-(Dimethylamino)piperidin-1-yl)-5-methylpyridin-3-yl)methyl)-N2-(pentan-2-yl)imidazo-[2,1-f][1,2,4]triazin-2,4-diamin CN(C1CCN(CC1)C1=C(C=C(C=N1)CC1=CN=C2C(=NC(=NN21)NC(C)CCC)N)C)C